CSC=1SC2=C(N1)C=CC=C2 methylsulfanyl-benzothiazole